C(C1=CC=CC=C1)O[C@@H]1[C@H](N(C[C@@H]([C@H]1OCC1=CC=CC=C1)OCC1=CC=CC=C1)CCC1=C(C=C(C=C1)OC)F)C (2r,3r,4r,5s)-3,4,5-tris(benzyloxy)-1-(2-fluoro-4-methoxyphenylethyl)-2-methylpiperidine